N-(3-chloro-5-(methylsulfonamido)phenyl)-4-(3-((3-chloro-5-fluorobenzyl)oxy)-5-fluoropyridin-2-yl)-5-methylthiophene-2-carboxamide ClC=1C=C(C=C(C1)NS(=O)(=O)C)NC(=O)C=1SC(=C(C1)C1=NC=C(C=C1OCC1=CC(=CC(=C1)F)Cl)F)C